CCCC=CCCCCCCC Dodeca-4-ene